Octylisostearat C(CCCCCCC)OC(CCCCCCCCCCCCCCC(C)C)=O